ClC=1C(=NC=CC1OC1=CC(=C(C=C1)F)C)N1CCC(CC1)NC(=S)NC=1C=NC=CC1 1-(1-(3-Chloro-4-(4-fluoro-3-methylphenoxy)pyridin-2-yl)piperidin-4-yl)-3-(pyridin-3-yl)thiourea